C(C)(C)(C)N([SiH2]CC[SiH3])[SiH2]CC[SiH3] 5-tert-butyl-5-aza-1,4,6,9-tetrasilanonane